BrCC1=COC2=C1C=C(C=C2)C2=CC(=NC=C2)CNS(=O)C(C)(C)C N-((4-(3-(bromomethyl)benzofuran-5-yl)pyridin-2-Yl)methyl)-2-methylpropane-2-sulfinamide